ClCCC=1SC(=CC1)C1=C(C=CC=C1)OC 2-(2-chloroethyl)-5-(2-methoxyphenyl)thiophene